FC(C1=CC=C(C=C1)C1=CN=C(C2=NC=CN=C21)N[C@H]2C[C@H](COC2)O)(F)F (3R,5S)-5-((8-(4-(trifluoromethyl)phenyl)pyrido[3,4-b]pyrazin-5-yl)amino)tetrahydro-2H-pyran-3-ol